FC(N1C=[NH+]C(=C1C#N)C#N)(F)F 1-trifluoromethyl-4,5-dicyano-imidazolium